F[C@@H](C1(COC1)C=1C=C(C=CC1)N1C(C2=CC(=CC(=C2C1)C(F)(F)F)CN1CC(C1)(C=C)O)=O)C1=NN=CN1C (S)-2-(3-(3-(fluoro(4-methyl-4H-1,2,4-triazol-3-yl)methyl)oxetan-3-yl)phenyl)-6-((3-hydroxy-3-vinylazetidin-1-yl)methyl)-4-(trifluoromethyl)isoindolin-1-one